tert-butyl (4-((1-(6-(4H-1,2,4-triazol-4-yl)-1H-benzo[d][1,2,3]triazol-4-yl)azetidin-3-yl)oxy)butyl)carbamate N=1N=CN(C1)C=1C=C(C2=C(NN=N2)C1)N1CC(C1)OCCCCNC(OC(C)(C)C)=O